C(N)(OOCC1=CC=C(C=C1)[N+](=O)[O-])=O 4-nitrophenylmethoxy carbamate